4-(4-fluorophenyl)thiazole-5-carbonitrile formate C(=O)O.FC1=CC=C(C=C1)C=1N=CSC1C#N